(7R,14R)-1-(difluoromethoxy)-11-(6-(2-(dimethylphosphoryl)propan-2-yl)pyridin-3-yl)-6-(methyl-d3)-6,7-dihydro-7,14-methanobenzo[f]benzo[4,5]imidazo[1,2-a][1,4]diazocin-5(14H)-one FC(OC1=CC=CC=2C(N([C@H]3C=4N([C@@H](C21)C3)C3=C(N4)C=CC(=C3)C=3C=NC(=CC3)C(C)(C)P(=O)(C)C)C([2H])([2H])[2H])=O)F